C(=O)(OC(C)(C)C)N([C@H](CCCCN)C(=O)O)C(=O)OCC1=C(C=CC=C1)Cl Boc-N-(2-chlorobenzyloxycarbonyl)-D-lysine